ClC1=C(C(=CC(=C1)Cl)O)B(O)O (2,4-Dichloro-6-hydroxyphenyl)boronic acid